OC[C@H]1O[C@@H]([C@@H]([C@H]([C@H]1O)N1N=NC(=C1)C1=CC(=C(C(=C1)F)F)F)OC)CC1=NOC(=C1)[C@H]1CNCC1 |&1:31| (2R,3R,4S,5R,6R)-2-(hydroxymethyl)-5-methoxy-6-((5-((RS)-pyrrolidin-3-yl)isoxazol-3-yl)methyl)-4-(4-(3,4,5-trifluorophenyl)-1H-1,2,3-triazol-1-yl)tetrahydro-2H-pyran-3-ol